1-acetyl-3,3-dimethyl-1-cyclohexene C(C)(=O)C1=CC(CCC1)(C)C